ClC=1C=C(CN2C[C@](CC2)(O)C)C=CC1N1C=NC(=C1)C1=NC(=NC=C1C(F)(F)F)NC1CCN(CC1)S(=O)(=O)C (S)-1-(3-Chloro-4-(4-(2-((1-(methylsulfonyl)piperidin-4-yl)amino)-5-(trifluoromethyl)pyrimidin-4-yl)-1H-imidazol-1-yl)benzyl)-3-methylpyrrolidin-3-ol